[Si](C)(C)(C(C)(C)C)N=S(=O)(C)N1CCC(CC1)C1=C(C(N=C(N1)C=1SC=CN1)C1=C(C=C(C=C1)F)Cl)C(=O)OC methyl 6-(1-(N-(tert-butyldimethylsilyl)-S-methylsulfonimidoyl)piperidin-4-yl)-4-(2-chloro-4-fluorophenyl)-2-(thiazol-2-yl)-1,4-dihydropyrimidine-5-carboxylate